dodecenyl phosphate P(=O)(OC=CCCCCCCCCCC)([O-])[O-]